1-(Isobutylamino)-2,3,4,5-tetrahydro-1H-phenanthridin-6-one C(C(C)C)NC1CCCC=2NC(C3=CC=CC=C3C12)=O